FC(CC=1C=C2C=NC(=NN2C1C1=NC=C(C=C1)C)N[C@H]1[C@@H](CN(CC1)S(=O)(=O)C)O)F (3R,4R)-4-((6-(2,2-difluoroethyl)-7-(5-methylpyridin-2-yl)pyrrolo[2,1-f][1,2,4]triazin-2-yl)amino)-1-(methylsulfonyl)piperidin-3-ol